(R)-3-(2-fluoro-5-isopropoxyphenyl)-1-isopropyl-N-(3-methyl-1,1-dioxidothietan-3-yl)-4,5,6,7-tetrahydro-1H-indazole-6-carboxamide FC1=C(C=C(C=C1)OC(C)C)C1=NN(C=2C[C@@H](CCC12)C(=O)NC1(CS(C1)(=O)=O)C)C(C)C